O1CCC(CC1)C=1C=C2CCN(C2=CC1)C(=O)OC(C)(C)C tert-butyl 5-(tetrahydro-2H-pyran-4-yl)indoline-1-carboxylate